[1]Benzazepin-5-ol N1C=CC=C(C2=C1C=CC=C2)O